C(N)(=N)C1CN(CCC1)C(=O)OC(C)(C)C tert-butyl 3-carbamimidoylpiperidine-1-carboxylate